C(C)(=O)N1[C@H]([C@@H]([C@H](C2=CC(=CC=C12)C(=O)N)NC1=CC(=C(C=C1)Cl)O)C)C1CC1 (2S,3R,4R)-1-acetyl-4-((4-chloro-3-hydroxyphenyl)amino)-2-cyclopropyl-3-methyl-1,2,3,4-tetrahydroquinoline-6-carboxamide